C1(C(CC2=CC=CC=C12)=O)[2H] indan-2-one-d1